dimethyl-hexadecyl-[3-trimethoxysilylpropyl]ammonium chloride [Cl-].C[N+](CCC[Si](OC)(OC)OC)(CCCCCCCCCCCCCCCC)C